Cl.N1CC(C1)NC1=CC(=C(C(=O)N(C)CCCOC)C=C1)Cl 4-(azetidin-3-ylamino)-2-chloro-N-(3-methoxypropyl)-N-methylbenzamide hydrochloride